(2-FLUORO-5-([(2-METHYLPHENYL)SULFANYL]METHYL)PHENYL)BORANEDIOL FC1=C(C=C(C=C1)CSC1=C(C=CC=C1)C)B(O)O